5-ethynyl-2-(4-{[(3R)-1-methylpiperidin-3-yl]amino}phthalazin-1-yl)phenol C(#C)C=1C=CC(=C(C1)O)C1=NN=C(C2=CC=CC=C12)N[C@H]1CN(CCC1)C